N1(CCNCCC1)C1=C(C=C(NC2C(NC(CC2)=O)=O)C=C1)F 3-[4-(1,4-diazepan-1-yl)-3-fluoro-anilino]piperidine-2,6-dione